O1C(OCC1)CC[N+]1=C(SC2=C1C=CC=C2)C 3-(2-(1,3-dioxolan-2-yl)ethyl)-2-methylbenzo[d]thiazol-3-ium